N[C@@H](CC1=CC=CC(=N1)N1C[C@H](CC1)O)C1=C(C=CC=C1)C1=NOC2=C1C=CC=C2 (S)-1-(6-((S)-2-Amino-2-[2-(benzo[d]isoxazol-3-yl)phenyl]ethyl)pyridine-2-yl)pyrrolidin-3-ol